BrC=1C=C(C=CC1)/C=C/C(=O)OC1=C(C=C(\C=N\C(C(=O)O)C(C)C)C=C1OC)Cl 2-((E)-((E)-4-((E)-3-(3-bromophenyl)acryloyloxy)-3-chloro-5-methoxybenzylidene)amino)-3-methylbutanoic acid